COC=1C(=C2C=CN(C2=C(C1)C)C(=O)OC(C)(C)C)CN1C(CN(CC1)CCC(F)(F)F)C1=CC(=C(C=C1)C(=O)OC)OC tert-butyl 5-methoxy-4-((2-(3-methoxy-4-(methoxycarbonyl)phenyl)-4-(3,3,3-trifluoropropyl)piperazin-1-yl)methyl)-7-methylindole-1-carboxylate